(R)-2'-ethoxy-5-((2-(6-methoxy-2-(trifluoromethyl)pyridin-3-yl)-2-azaspiro[3.3]heptan-6-yl)oxy)-N-(pyrrolidin-3-yl)-[2,3'-bipyridine]-6-carboxamide C(C)OC1=NC=CC=C1C1=NC(=C(C=C1)OC1CC2(CN(C2)C=2C(=NC(=CC2)OC)C(F)(F)F)C1)C(=O)N[C@H]1CNCC1